methyl 4-iodo-1-{[2-(trimethylsilyl) ethoxy] methyl}-1H-pyrrole-2-carboxylate IC=1C=C(N(C1)COCC[Si](C)(C)C)C(=O)OC